N1C=C(C=CC1)C(=O)N (E)-1,6-dihydropyridine-3-carboxamide